8-amino-N-[4-(1,4'-bipiperidin-1'-ylcarbonyl)benzyl]-4,4-dimethyl-4,5-dihydro-1H-pyrazolo[4,3-H]quinazoline-3-carboxamide NC1=NC=2C3=C(C(CC2C=N1)(C)C)C(=NN3)C(=O)NCC3=CC=C(C=C3)C(=O)N3CCC(CC3)N3CCCCC3